C(C1=CC=CC=C1)N1C[C@@]2([C@](C1)(COC2)C)C rac-(cis)-5-benzyl-3a,6a-dimethyltetrahydro-1H-furo[3,4-c]pyrrole